(4-(2-hydroxyethyl)benzyl)(methyl)carbamic acid tert-butyl ester C(C)(C)(C)OC(N(C)CC1=CC=C(C=C1)CCO)=O